N-(5-methyl-4-(4-nitrophenyl)pyrimidin-2-yl)-3-(trifluoromethyl)benzamide CC=1C(=NC(=NC1)NC(C1=CC(=CC=C1)C(F)(F)F)=O)C1=CC=C(C=C1)[N+](=O)[O-]